N1(CCNCC1)CCCCOC1=CC=C2C=CC=NC2=C1 7-(4-(piperazin-1-yl)butoxy)quinolin